[1-[[3-[[(4S)-2,2-dimethylchroman-4-yl]carbamoyl]phenyl]-(5-fluoropyridin-1-ium-3-yl)methyl]-4,4-diethyl-6-oxo-hexahydropyrimidin-2-ylidene]ammonium CC1(OC2=CC=CC=C2[C@H](C1)NC(=O)C=1C=C(C=CC1)C(N1C(NC(CC1=O)(CC)CC)=[NH2+])C=1C=[NH+]C=C(C1)F)C